COC1=CC=C(C=C1)C1=NOC(=N1)N1CCC(CC1)C(=O)NCC1CN(CC1)C[C@@H]1CN(CCC1)C(=O)OC(C)(C)C Tert-butyl (3R)-3-((3-((1-(3-(4-methoxyphenyl)-1,2,4-oxadiazol-5-yl)piperidine-4-carboxamido)methyl)pyrrolidin-1-yl)methyl)piperidine-1-carboxylate